C(C)(C)(C)C=1C=C(C=C(C1)C)C1=C(C=CC=C1)N(CCCN(C)C)C1=C(C(=CC(=C1)C)C(C)(C)C)O 3-(tert-butyl)-2'-((3-(tert-butyl)-2-hydroxy-5-methylphenyl)(3-(dimethylamino)propyl)amino)-5-methyl-[1,1'-biphenyl]